C(C(C)C)(=O)OC=1C(OC(C(C)C)=O)=CC(=CC1CC(C)C)CC=C 4-allyl-6-isobutylpyrocatechol diisobutyrate